C(C)(C)C1=C(C(=CC=C1)C(C)C)N1C(N(C(=C1C)C)CC1=C(C=C(C=C1C)C)C)=[Pd-2](Cl)Cl [1-(2,6-diisopropylphenyl)-4,5-dimethyl-3-(2,4,6-trimethylbenzyl)-1H-imidazol-2-ylidene]dichloropalladium(II)